FC(C=1C=C(C=CC1)C(C)(C)N)(F)F 2-[3-(trifluoromethyl)phenyl]propan-2-amine